FC1(CC=C(CC1)C=1C=CC=C2C=C(C=NC12)C(=O)N[C@@H](CO)C)F (R)-8-(4,4-difluorocyclohex-1-en-1-yl)-N-(1-hydroxypropan-2-yl)quinoline-3-carboxamide